CN(CCNC(C1=CC=C(C=C1)C=1N=CC=2N(C1)C(=CN2)C2=CC(=CC=C2)O)=O)C N-(2-dimethylaminoethyl)-4-[3-(3-hydroxyphenyl)imidazo[1,2-a]pyrazin-6-yl]benzamide